ClC1=C(N(N=C1C(F)(F)F)C1=CC(=CC=C1)C(N(C([2H])([2H])[2H])C1=CC2=C(OC(O2)(F)F)C=C1)=O)COC1=CC=C(C(=O)OC(C)(C)C)C=C1 tert-butyl 4-[[4-chloro-2-[3-[(2,2-difluoro-1,3-benzodioxol-5-yl)-(trideuteriomethyl)carbamoyl] phenyl]-5-(trifluoromethyl)pyrazol-3-yl]methoxy]benzoate